C(C1=CC=CC=C1)[C@@H]1N(CC[C@H]1OCC1CC1)C1=NC(=CC(=N1)N1CCOCC1)OCC1=CC=C(C=C1)OC 4-(2-((2S,3R)-2-benzyl-3-(cyclopropylmethoxy)pyrrolidin-1-yl)-6-((4-methoxybenzyl)oxy)pyrimidin-4-yl)morpholine